C1(=CC=CC2=CC=CC=C12)C(=O)OC1(CC(=C(CC1)C)C)C(C)=O 1-acetyl-3,4-dimethylcyclohex-3-en-1-yl 1-naphthoate